FC(C(=O)O)(F)F.NCCC1CN(C(O1)=O)C1=NC2=C(OCC(N2)=O)N=C1 6-(5-(2-aminoethyl)-2-oxooxazolidin-3-yl)-2H-pyrazino[2,3-b][1,4]oxazin-3(4H)-one 2,2,2-trifluoroacetate